FC(C=1N=C2N(C(C1)=O)C=CN2)(F)F 7-(trifluoromethyl)-1H,5H-imidazo[1,2-a]pyrimidin-5-one